CO[Si](CCCNC(C=C)=O)(OC)OC N-(3-(Trimethoxysilyl)propyl)acrylamide